Cl.BrC=1C=C2C=C(C(=NC2=CC1)N1CCNCC1)Cl 6-bromo-3-chloro-2-piperazin-1-yl-quinoline hydrochloride